C(#N)[C@H](C[C@H]1C(NCC1)=O)NC(=O)[C@@H]1[C@H]2C([C@H]2CN1C(=O)OC(C)(C)C)(C)C tert-butyl (1R,2S,5S)-2-[[(1S)-1-cyano-2-[(3S)-2-oxopyrrolidin-3-yl]ethyl] carbamoyl]-6,6-dimethyl-3-azabicyclo[3.1.0]hexane-3-carboxylate